5-fluoro-3-[2-[4-methoxy-4-[[(R)-phenylsulfinyl]methyl]-1-piperidinyl]ethyl]-1H-indole FC=1C=C2C(=CNC2=CC1)CCN1CCC(CC1)(C[S@@](=O)C1=CC=CC=C1)OC